1,1,1,3,3,3-Hexafluoropropan-2-yl (±)-1-(benzylcarbamoyl)-6-azaspiro[2.5]octan-6-carboxylat C(C1=CC=CC=C1)NC(=O)[C@@H]1CC12CCN(CC2)C(=O)OC(C(F)(F)F)C(F)(F)F |r|